4-bromo-6-(6-azaspiro[2.5]octan-6-yl)-2,3-dihydrobenzofuran-7-carboxamide BrC1=CC(=C(C2=C1CCO2)C(=O)N)N2CCC1(CC1)CC2